tert-Butyl (2-((3-chloro-4-(5-chloro-2-hydroxybenzamido)phenyl)amino)ethyl)carbamate ClC=1C=C(C=CC1NC(C1=C(C=CC(=C1)Cl)O)=O)NCCNC(OC(C)(C)C)=O